3-((2S)-3-(8-(5-fluoro-2-methoxyphenylsulfonyl)-1-oxa-8-azaspiro[4.5]decan-3-ylamino)-2-hydroxypropoxy)-N-methylbenzenesulfonamide FC=1C=CC(=C(C1)S(=O)(=O)N1CCC2(CC(CO2)NC[C@@H](COC=2C=C(C=CC2)S(=O)(=O)NC)O)CC1)OC